1,3-dibromoimidazo[1,5-a]pyrazin-8-amine BrC=1N=C(N2C1C(=NC=C2)N)Br